O1COC2=C1C=CC=C2C(=O)N2C(=NC1=C2C=CC=C1)C(C)(C)C Benzo[d][1,3]dioxol-4-yl(2-(tert-butyl)-1H-benzo[d]imidazol-1-yl)methanone